O1C(=CC2=C1C=CC=C2)C(=O)N[C@H](C(=O)NC=2C(N(C=CC2)CC(=O)NC2C1CC3CC(CC2C3)C1)=O)CCC(C(=O)NCC1=CC=CC=C1)=O (S)-2-(benzofuran-2-carboxamido)-N6-benzyl-N1-(1-(2-(2-adamantylamino)-2-oxoethyl)-2-oxo-1,2-dihydropyridin-3-yl)-5-oxohexanediamide